C1(=CC=CC=C1)C(C#N)C1=CC=CC=C1 2,2-diphenylacetonitrile